CN1C2=C(CC[C@H](C1=O)NC(C1=NC=CC(=C1)OC1=CC=CC=C1)=O)C=CC(=C2)N2CCC1(CCOCC1)CC2 |r| (±)-N-(1-Methyl-2-oxo-8-(3-oxa-9-azaspiro[5.5]undecan-9-yl)-2,3,4,5-tetrahydro-1H-benzo[b]azepin-3-yl)-4-phenoxypicolinamide